N-(6-fluoro-5-(4-((3-methyl-2-oxo-4-thioxo-1,2,3,4-tetrahydroquinazolin-7-yl)methyl)piperazin-1-yl)pyridin-2-yl)acetamide FC1=C(C=CC(=N1)NC(C)=O)N1CCN(CC1)CC1=CC=C2C(N(C(NC2=C1)=O)C)=S